Cl.O[C@@H]1C[C@H](N(C1)C([C@@H](C)N1CCNCC1)=O)C(=O)NCC1=CC=C(C=C1)C1=C(N=CS1)C (2S,4R)-4-hydroxy-N-(4-(4-methylthiazol-5-yl)benzyl)-1-((R)-2-(piperazin-1-yl)propanoyl)pyrrolidine-2-carboxamide, hydrochloride